NC1=CC=CC(=N1)S(=O)(=O)NC(=O)C=1C(=NC(=CC1)N1[C@@H](CC[C@@H]1C)C)OC1=C(C=C(C=C1C)C)C N-[(6-Amino-2-pyridyl)sulfonyl]-6-[(2R,5S)-2,5-dimethylpyrrolidin-1-yl]-2-(2,4,6-trimethylphenoxy)pyridin-3-carboxamid